1,1-(azodicarbonyl)dipiperidine C1CCN(CC1)C(=O)/N=N/C(=O)N2CCCCC2